F[C@@H]1C[C@]2(CC(CN2[C@@H]1C)=C)CO ((2R,3R,7aR)-2-fluoro-3-methyl-6-methylenetetrahydro-1H-pyrrolizin-7a(5H)-yl)methanol